C(C)C(CCC(C)N)NCCCl ethyl-N1-(2-chloroethyl)pentane-1,4-diamine